ClC1=C(C(=CC=C1)F)C1=C(C(=C(C(=C1)C)F)[C@H](CC(=O)O)NC([C@H](CC(C)C)N1C(N=C(C(=C1)CCN1CC(C1)F)C(C)C)=O)=O)F (S)-3-(2'-chloro-2,4,6'-trifluoro-5-methyl-[1,1'-biphenyl]-3-yl)-3-((S)-2-(5-(2-(3-fluoroazetidin-1-yl)ethyl)-4-isopropyl-2-oxopyrimidin-1(2H)-yl)-4-methylpentanamido)propanoic acid